FC1=CC(=C(C=C1C=1C=NC(=NC1)N1CCOCC1)C1(NC=NC=C1C(=O)N)C(F)(F)F)N1C[C@H](N([C@H](C1)C)C)C 4-[4-fluoro-5-(2-morpholin-4-ylpyrimidin-5-yl)-2-[(3R,5S)-3,4,5-trimethylpiperazin-1-yl]phenyl]-4-(trifluoromethyl)pyrimidine-5-carboxamide